(3S)-7-(6-amino-3-chloro-2-fluorophenyl)-3-(5-(2-(((tert-butyldimethylsilyl)oxy)methyl)-3-fluoropyridin-4-yl)-1H-imidazol-2-yl)-2,3,8,8a-tetrahydroindolizin-5(1H)-one-1,1,8,8,8a-d5 NC1=CC=C(C(=C1C1=CC(N2[C@@H](CC(C2(C1([2H])[2H])[2H])([2H])[2H])C=1NC(=CN1)C1=C(C(=NC=C1)CO[Si](C)(C)C(C)(C)C)F)=O)F)Cl